4-(ethoxymethyl)-1-((1-methyl-1H-pyrazol-4-yl)methyl)-4-(2-(thiophen-2-yl)ethyl)piperidine C(C)OCC1(CCN(CC1)CC=1C=NN(C1)C)CCC=1SC=CC1